N-[2-(2-aminoethoxy)ethyl]-2-(2,2-difluoroethyl)-4-[[3-(2,3-difluoro-4-methoxyphenyl)imidazo[1,2-a]pyrazin-8-yl]amino]benzamide NCCOCCNC(C1=C(C=C(C=C1)NC=1C=2N(C=CN1)C(=CN2)C2=C(C(=C(C=C2)OC)F)F)CC(F)F)=O